C(C)(C)(C)OC(NCC1=C(C=C(C=C1)CN1C(NC2=C1C=CC=C2)=O)Cl)=O (2-chloro-4-((2-oxo-2,3-dihydro-1H-benzo[d]imidazol-1-yl)methyl)benzyl)carbamic acid tert-butyl ester